(R)-6-(3-(2-bromophenyl)piperidin-1-yl)-N4-methylpyrimidine-2,4-diamine BrC1=C(C=CC=C1)[C@@H]1CN(CCC1)C1=CC(=NC(=N1)N)NC